N7-benzyl-inosine C(C1=CC=CC=C1)[N+]1=CN([C@H]2[C@H](O)[C@H](O)[C@@H](CO)O2)C=2N=CN=C(C12)O